O=C(CCOCCOCCOCCNC(OC(C)(C)C)=O)NCCOC1=CC(=CC=C1)C(C1=CC=CC=C1)C1CCN(CC1)C(=O)N1C[C@@H]2[C@@H](OCC(N2)=O)CC1 tert-butyl (12-oxo-15-(3-((1-((4aR,8aS)-3-oxooctahydro-2H-pyrido[4,3-b][1,4]oxazine-6-carbonyl)piperidin-4-yl)(phenyl)methyl)phenoxy)-3,6,9-trioxa-13-azapentadecyl)carbamate